C(#N)C=1C=CC(=C(C1)C1=CC(=NC=C1C(=O)O)C)OCC 4-(5-cyano-2-ethoxyphenyl)-6-methylnicotinic acid